C(C=C)(=O)OCCCCCCCCCCCCCC[Si](OC)(OC)C acryloxytetradecylmethyldimethoxysilane